(2R)-2-hydroxy-N-methoxy-N-methylpropanamide O[C@@H](C(=O)N(C)OC)C